4H-2,7-naphthyridine-1,3-dione C1(NC(CC2=CC=NC=C12)=O)=O